tert-butyl N-[[4-(4,4,5,5-tetramethyl-1,3,2-dioxaborolan-2-yl)phenyl]methyl]carbamate CC1(OB(OC1(C)C)C1=CC=C(C=C1)CNC(OC(C)(C)C)=O)C